FC(OC=1C=C(C=CC1)C1CCC(CC1)N1N=NC=C1C(=O)O)(F)F (4-(3-(trifluoromethoxy)phenyl)cyclohexyl)-1H-1,2,3-triazole-5-carboxylic acid